BrC1=NC=2C=C(C=CC2C2=C1COC2)CN(C(=O)C=2C=NC(=CC2)C(F)(F)F)C2=CC=CC=1CCS(C12)(=O)=O N-({4-bromo-1H,3H-furo[3,4-c]quinolin-7-yl}methyl)-N-(1,1-di-oxo-2,3-dihydro-1λ6-benzothiophen-7-yl)-6-(trifluoromethyl)pyridine-3-carboxamide